((2S,3R)-3-hydroxy-4-(N-isobutyl-1H-benzo[d]imidazole-6-sulfonylamino)-1-phenylbutan-2-yl)-2-oxo-5-phenyloxazolidine-4-carboxamide O[C@@H]([C@H](CC1=CC=CC=C1)N1C(OC(C1C(=O)N)C1=CC=CC=C1)=O)CN(CC(C)C)S(=O)(=O)C=1C=CC2=C(NC=N2)C1